C(C)(C)(C)OC(=O)N1[C@H](C[C@H](C1)OC)C(=O)N(C1=CC=C(C=C1)S(F)(F)(F)(F)F)C(C(=O)O)C=1C=NC=CC1 2-[N-[(2R,4R)-1-tert-butoxycarbonyl-4-methoxy-pyrrolidine-2-carbonyl]-4-(pentafluoro-λ6-sulfanyl)anilino]-2-(3-pyridyl)acetic acid